COC(C[SiH2]CC[SiH2]CC(OC)OC)OC 1,2-bis(dimethoxyethylsilyl)ethane